C(#C)[C@]1(C(N(CC1(F)F)C)=O)O (R)-3-Ethynyl-4,4-difluoro-3-hydroxy-1-methylpyrrolidin-2-one